4-(4-bromophenyl)-2,2-dimethyl-1,3-dioxolane BrC1=CC=C(C=C1)C1OC(OC1)(C)C